cis-5-fluoro-2H-spiro[1-benzofuran-3,1'-cyclopropane]-2'-carboxylic acid FC=1C=CC2=C(C1)C1(C(C1)C(=O)O)CO2